FC1=C(N)C(=CC(=C1)[N+](=O)[O-])F 2,6-difluoro-4-nitroaniline